FC(OC=1C=CC(=NC1)NC1=CC2=C(N=C(S2)NC(=O)C2C(C3C=CC2C3)C(=O)O)C=C1)(F)F 3-[[6-[[5-(trifluoromethoxy)-2-pyridyl]amino]-1,3-benzothiazol-2-yl]carbamoyl]bicyclo[2.2.1]hept-5-ene-2-carboxylic acid